methyl 3-(9-((4-(aminomethyl)-2,6-dimethylphenyl)carbamoyl)-4,5-dihydrobenzo[b]thieno[2,3-d]oxepin-8-yl)-6-(((1-(hydroxymethyl)cyclobutyl)methyl)carbamoyl)picolinate NCC1=CC(=C(C(=C1)C)NC(=O)C1=CC2=C(OCCC3=C2SC=C3)C=C1C=1C(=NC(=CC1)C(NCC1(CCC1)CO)=O)C(=O)OC)C